C1(=CC=CC=C1)[C@@H]1C[C@H](N(C1)C(=O)OC(C)(C)C)C(=O)OCC1=CC=CC=C1 2-benzyl 1-(tert-butyl) (2S,4S)-4-phenylpyrrolidine-1,2-dicarboxylate